N-methyl-N'-dimethylaminoethylpiperazine CN1CCN(CC1)CCN(C)C